4,4'-trimethylenebis(N-methyl-N-benzyl-piperidinium) hydroxide [OH-].C[N+]1(CCC(CC1)CCCC1CC[N+](CC1)(C)CC1=CC=CC=C1)CC1=CC=CC=C1.[OH-]